OC1=C(C=CC=C1)C(=CC(=O)OCC)C1=CC=CC=C1 ethyl 2'-hydroxy-3,3-diphenylacrylate